C1(CCCCC1)C1CN(CCO1)C(=O)[C@H]1N(CCC1)C([C@H](C(C)(C)C)NC(=O)C1=CC2=C(S1)C=CC(=C2)C(F)(F)P(O)(O)=O)=O ((2-(((2S)-1-((2S)-2-(2-cyclohexylmorpholine-4-carbonyl)pyrrolidin-1-yl)-3,3-dimethyl-1-oxobutan-2-yl)carbamoyl)benzo[b]thiophen-5-yl)difluoromethyl)phosphonic acid